4-(tert-butyl) 2-methyl (2R,5S)-5-(4-chlorobenzyl)morpholine-2,4-dicarboxylate ClC1=CC=C(C[C@H]2CO[C@H](CN2C(=O)OC(C)(C)C)C(=O)OC)C=C1